3-fluoro-4-(4-(2-fluoroethyl)piperazin-1-yl)aniline FC=1C=C(N)C=CC1N1CCN(CC1)CCF